8-(oxetan-3-yl)-5,8-diazaspiro[3.5]nonane O1CC(C1)N1CCNC2(CCC2)C1